(S)-1-(4-(1-cyclopropyl-3-phenyl-1H-pyrazol-4-yl)-7-ethoxyquinazolin-6-yl)ethan-1-ol C1(CC1)N1N=C(C(=C1)C1=NC=NC2=CC(=C(C=C12)[C@H](C)O)OCC)C1=CC=CC=C1